C(C)(C)[NH2+]C(C)C di-(isopropyl)ammonium